3-benzyl-6-nitro-2,4(1H,3H)-quinazolinedione C(C1=CC=CC=C1)N1C(NC2=CC=C(C=C2C1=O)[N+](=O)[O-])=O